benzyl 4-[1-(tert-butoxycarbonyl)-3,3-difluoro-2,6-dihydropyridin-4-yl]piperazine-1-carboxylate C(C)(C)(C)OC(=O)N1CC(C(=CC1)N1CCN(CC1)C(=O)OCC1=CC=CC=C1)(F)F